cis-5-amino-2-(trifluoromethyl)-6,7-dihydro-5H-cyclopenta[b]pyridin-6-ol N[C@H]1[C@H](CC2=NC(=CC=C21)C(F)(F)F)O